COC=1C=C(CN2N=NC(=C2)C2=CC=CC=C2)C=CC1 1-(3-methoxybenzyl)-4-phenyl-1,2,3-triazole